4-fluoro-N-(4-methoxybenzyl)-N-methyl-3-(3-methyl-6,7-dihydro-5H-pyrrolo[1,2-a]imidazol-2-yl)benzenesulfonamide FC1=C(C=C(C=C1)S(=O)(=O)N(C)CC1=CC=C(C=C1)OC)C=1N=C2N(C1C)CCC2